benzyl-3-(trifluoromethyl)cyclohexane-1-carboxamide C(C1=CC=CC=C1)C1(CC(CCC1)C(F)(F)F)C(=O)N